10-Bromo-1H,2H,3H,4H,6H,7H,8H,9H-pyrazino[1,2-a]indol-1-one BrC1=C2N(C=3CCCCC13)CCNC2=O